ClC1=NN=C(C2=CC=CC=C12)NCCN1CCOCC1 4-chloro-N-(2-morpholinylethyl)phthalazine-1-amine